5,7-Bis(1-methyl-1H-pyrazol-5-yl)-3-(1H-pyrazol-5-yl)-1-(2,2,2-trifluoroethyl)-1H-pyrazolo[4,3-b]pyridine CN1N=CC=C1C1=CC(=C2C(=N1)C(=NN2CC(F)(F)F)C2=CC=NN2)C2=CC=NN2C